5-(4-((6-cyclopropyl-5-oxo-4,5-dihydropyrrolo[1,2-a]thieno[3,2-e]pyrazin-2-yl)methyl)piperazin-1-yl)-N-methylpyridinecarboxamide C1(CC1)C=1C=CN2C1C(NC1=C2SC(=C1)CN1CCN(CC1)C=1C=CC(=NC1)C(=O)NC)=O